6-(1,3-benzothiazol-6-yl)-2-methyl-N-[(1S)-1-{3-[6-(morpholin-4-yl)pyridin-3-yl]phenyl}ethyl]pyrimidin S1C=NC2=C1C=C(C=C2)C2=CC=NC(N2[C@@H](C)C2=CC(=CC=C2)C=2C=NC(=CC2)N2CCOCC2)C